diethylalanine C(C)N([C@@H](C)C(=O)O)CC